CC1=NC=CC=C1C=1N=C(SC1)C1=NC(=NC=C1C(=O)N)N1CCOCC1 [4-(2-methyl-3-pyridyl)thiazol-2-yl]-2-morpholino-pyrimidine-5-carboxamide